tert-butyl (2R,5S)-4-[7-bromo-2-chloro-6-(trifluoromethyl) quinazolin-4-yl]-2,5-dimethyl-piperazine-1-carboxylate BrC1=C(C=C2C(=NC(=NC2=C1)Cl)N1C[C@H](N(C[C@@H]1C)C(=O)OC(C)(C)C)C)C(F)(F)F